N-[4-(2-bromothiazol-5-yl)-3-(tert-butylsulfamoyl)phenyl]acetamide BrC=1SC(=CN1)C1=C(C=C(C=C1)NC(C)=O)S(NC(C)(C)C)(=O)=O